BrCC1=NN(C2=C1C=NC(=C2)Cl)C2=C(C=C(C=C2)[N+](=O)[O-])OC 3-(bromomethyl)-6-chloro-1-(2-methoxy-4-nitrophenyl)-1H-pyrazolo[4,3-c]Pyridine